2-[[2-[2-[2-[2-[2-[2,3-bis[(Z)-octadec-9-enoxy]propoxy]ethoxy]ethoxy]ethoxy] ethoxy]-2-oxo-ethyl]amino]ethyl 2-(2-methoxyethylamino)propanoate COCCNC(C(=O)OCCNCC(=O)OCCOCCOCCOCCOCC(COCCCCCCCC\C=C/CCCCCCCC)OCCCCCCCC\C=C/CCCCCCCC)C